C(C)(C)(C)OC(=O)N1CC2C(C1)(CC(C2)OC2=CC=CC=C2)C=2C=C1C=NN(C1=CC2C)C2=CC=C(C=C2)F 3a-(1-(4-fluorophenyl)-6-methyl-1H-indazol-5-yl)-5-phenoxyhexahydrocyclopenta[c]pyrrole-2(1H)-carboxylic acid tert-butyl ester